ClC1=C(C=CC=C1NC=1C=NC(=CC1)C=1N=NN(N1)C)[C@@]1(CC(N(C(N1)=N)C1CCOCC1)=O)C (6S)-6-(2-Chloro-3-{[6-(2-methyltetrazol-5-yl)pyridin-3-yl]amino}phenyl)-2-imino-6-methyl-3-(tetrahydropyran-4-yl)hexahydropyrimidin-4-one